COC1=CC=C(C=C1)C1C(C1)CCCC(O)[Si](C)(C)C(C)(C)C 4-(2-(4-methoxyphenyl)cyclopropyl)tert-butyldimethylsilylbutanol